C(C)(=O)O[C@H]1[C@H](O[C@H]([C@@H]1OC(C)=O)N1C2=NC(=NC(=C2NC1=O)Cl)N)COC(C)=O (2R,3S,4R,5R)-2-(acetoxymethyl)-5-(2-amino-6-chloro-8-oxo-7,8-dihydro-9H-purin-9-yl)tetrahydrofuran-3,4-diyl diacetate